CC(\C=C/C=C\CC[C@H]1[C@@H](CCCCCCCC)O1)=O (3Z,6Z-9S,10R)-9,10-epoxy-octadecadieneOn